2-(Benzyloxycarbonylamino)ethoxylethoxylethoxylethyl methanesulfonate CS(=O)(=O)OCCOCCOCCOCCNC(=O)OCC1=CC=CC=C1